(5RS)-6-[1-(4-methoxybenzyl)-2-(4-methoxyphenyl)-1H-benzimidazole-6-yl]-5-methyl-4,5-dihydro-3(2H)-pyridazinone COC1=CC=C(CN2C(=NC3=C2C=C(C=C3)C=3[C@@H](CC(NN3)=O)C)C3=CC=C(C=C3)OC)C=C1 |r|